iminotolane N=C1C(C=CC=C1)C#CC1=CC=CC=C1